(S)-N-((S)-1-cyano-2-(4-(2-oxo-3-(piperidin-4-ylmethyl)-2,3-dihydrobenzo[d]oxazol-5-yl)phenyl)ethyl)-1,4-oxazolidine-2-carboxamide C(#N)[C@H](CC1=CC=C(C=C1)C=1C=CC2=C(N(C(O2)=O)CC2CCNCC2)C1)NC(=O)[C@H]1OCNC1